C1(CC1)C1=NC=CC(=C1B1OC(C(O1)(C)C)(C)C)OC(F)(F)F 2-cyclopropyl-3-(4,4,5,5-tetramethyl-1,3,2-dioxaborolan-2-yl)-4-(trifluoromethoxy)pyridine